C1(CC1)S(=O)(=O)N1CCN(CC1)CCC (4-(Cyclopropylsulfonyl)piperazin-1-yl)propan